[NH4+].[NH4+].P(=O)(OCCCCCCCCCCCCCCCCCC)([O-])[O-] mono-octadecyl phosphate di-ammonium salt